ClS(=O)(=O)C=1C=C(C=CC1)CCNC(=O)C1=CC=C(C=C1)C1=CC=C(C=C1)C1=N[C@H](C=2N(C3=C1C(=C(S3)C)C)C(=NN2)C)CC(=O)OC methyl {(6S)-4-[4'-({2-[3-(chlorosulfonyl)phenyl]ethyl}carbamoyl)[1,1'-biphenyl]-4-yl]-2,3,9-trimethyl-6H-thieno[3,2-f][1,2,4]triazolo[4,3-a][1,4]diazepin-6-yl}acetate